COC(=O)C=1N=NN(C1OC1=CC=C(C=C1)Br)CC1=CC=C(C=C1)OC 5-(4-bromophenoxy)-1-(4-methoxybenzyl)-1H-1,2,3-triazole-4-carboxylic acid methyl ester